[Si](C)(C)(C(C)(C)C)OC1=C(C(=O)O)C=CC=C1 (R)-2-((tert-butyldimethylsilyl)oxy)benzoic acid